(S)-8-chloro-6-(((2-methoxypyridin-4-yl)(1-(1-(trifluoromethyl)cyclopropyl)-1H-1,2,3-triazol-4-yl)methyl)amino)-4-(neopentylamino)quinoline-3-carbonitrile ClC=1C=C(C=C2C(=C(C=NC12)C#N)NCC(C)(C)C)N[C@H](C=1N=NN(C1)C1(CC1)C(F)(F)F)C1=CC(=NC=C1)OC